FC(C1=NN=C(S1)C1=NC=C2N1C=C(N=C2N2CCN(CC2)C(C(C)C)=O)S(=O)(=O)N(C2(CC2)C)CC2=CC=C(C=C2)OC)F 3-(5-(difluoromethyl)-1,3,4-thiadiazol-2-yl)-8-(4-isobutyrylpiperazin-1-yl)-N-(4-methoxybenzyl)-N-(1-methylcyclopropyl)imidazo[1,5-a]pyrazine-6-sulfonamide